C(C)(C)(C)OC(=O)N1[C@@H](CN(CC1)C=1C2=C(N=CN1)N(C=C2I)C2=CC(=C(C(=C2)F)F)F)C (R)-4-(5-iodo-7-(3,4,5-trifluorophenyl)-7H-pyrrolo[2,3-d]pyrimidin-4-yl)-2-methylpiperazine-1-carboxylic acid tert-butyl ester